N-methyl-N-(3-(3-(methylamino)-1-phenylpropoxy)phenyl)benzamide CN(C(C1=CC=CC=C1)=O)C1=CC(=CC=C1)OC(CCNC)C1=CC=CC=C1